bis(2-hydroxyethyl)-2-ethylhexanamide OCCC(C(C(=O)N)(CC)CCO)CCC